C1CN(CCC12CCNCC2)C2CCC(CC2)N2N=C1C=C(C(=CC1=C2)NC(=O)C2=NC(=CC=C2)C(F)(F)F)OC N-(2-((1r,4r)-4-(3,9-diazaspiro[5.5]undec-3-yl)cyclohexyl)-6-methoxy-2H-indazol-5-yl)-6-(tri-fluoromethyl)pyridinecarboxamide